1-((2S,5R)-4-((S)-6-chloro-7-(3-cyclopropyl-5-methyl-1H-indazol-4-yl)-2-(3-(dimethylamino)azetidin-1-yl)-8-fluoroquinazolin-4-yl)-2,5-dimethylpiperazin-1-yl)prop-2-en-1-one ClC=1C=C2C(=NC(=NC2=C(C1C1=C2C(=NNC2=CC=C1C)C1CC1)F)N1CC(C1)N(C)C)N1C[C@@H](N(C[C@H]1C)C(C=C)=O)C